ethyl (E)-(R)-5-(4-bromo-2,6-difluoro-phenyl)-hex-2-enoate BrC1=CC(=C(C(=C1)F)[C@@H](C/C=C/C(=O)OCC)C)F